5-(4-Ethylbenzamido)-2-(methylsulfonamido)benzoic acid C(C)C1=CC=C(C(=O)NC=2C=CC(=C(C(=O)O)C2)NS(=O)(=O)C)C=C1